N-{[(9H-fluoren-9-yl)methoxy]carbonyl}-L-valyl-N-{3-[3-(acetylsulfanyl)prop-1-yl-1-yl]-4-({[tert-butyl(dimethyl)silyl]oxy}methyl)phenyl}-N5-carbamoyl-L-ornithinamide C1=CC=CC=2C3=CC=CC=C3C(C12)COC(=O)N[C@@H](C(C)C)C(=O)N[C@@H](CCCNC(N)=O)C(=O)NC=1CC(C(=CC1)CO[Si](C)(C)C(C)(C)C)=CCCSC(C)=O